5-(1-(3,3-difluorocyclobutyl)-2-methyl-1H-imidazo[4,5-b]pyridin-6-yl)-N-(2-azaspiro[3.3]heptan-6-yl)pyrrolo[2,1-f][1,2,4]triazin-2-amine FC1(CC(C1)N1C(=NC2=NC=C(C=C21)C=2C=CN1N=C(N=CC12)NC1CC2(CNC2)C1)C)F